tert-butyl 3-(2-bromoethoxy)-1H-pyrazole-1-carboxylate BrCCOC1=NN(C=C1)C(=O)OC(C)(C)C